[Si](C)(C)(C(C)(C)C)O[C@H]1[C@@H](OC(=C1)C(O)C(CCCCC)=O)N1C(=O)N=C(N)C=C1 2'-O-tert-butyldimethylsilyl-3',4'-didehydro-3'-deoxy-5'-hexanoylcytidine